C(C)(=O)N1CCC(CCC1)(C(=O)N1C(CC(C1)F)C(=O)NC(C1=CC=C(C=C1)C(C)C)C1=CC=CC=C1)C 1-(1-acetyl-4-methylazepane-4-carbonyl)-4-fluoro-N-{phenyl[4-(propan-2-yl)phenyl]methyl}pyrrolidine-2-carboxamide